C(C=C)(=O)N1CCN(CC1)C1=CC(=NC=2CN(CCC12)C1=CC=CC2=CC=CC(=C12)C)C(=O)NC1CN(C1)C 4-(4-acryloylpiperazin-1-yl)-N-(1-methylazetidin-3-yl)-7-(8-methylnaphthalen-1-yl)-5,6,7,8-tetrahydro-1,7-naphthyridine-2-carboxamide